(1R,2S,5S)-3-[(2S,3R)-3-tert-butoxy-2-(tert-butoxycarbonylamino)butanoyl]-6,6-dimethyl-3-azabicyclo[3.1.0]hexane-2-carboxylic acid C(C)(C)(C)O[C@@H]([C@@H](C(=O)N1[C@@H]([C@H]2C([C@H]2C1)(C)C)C(=O)O)NC(=O)OC(C)(C)C)C